C(C(=O)O)(=O)O.ClC=1N=C(C2=C(N1)N(C=C2)C2=CC=CC=C2)C2=CC=C(C=C2)CNCCCN(C)C 2-Chloro-4-{4-[(3-dimethylaminopropyl)aminomethyl]phenyl}-7-phenyl-7H-pyrrolo[2,3-d]pyrimidine oxalate